(3-Ethoxy-1-ethyl-3-oxo-propyl) 2-chloro-5-(3,5-dimethyl-2,6-dioxo-4-thioxo-1,3,5-triazinan-1-yl)-4-fluoro-benzoate ClC1=C(C(=O)OC(CC(=O)OCC)CC)C=C(C(=C1)F)N1C(N(C(N(C1=O)C)=S)C)=O